OC1=CC=C(C=2C(C3=CC=CC=C3C(C12)=O)=O)NC1=C(C=C(C=C1)C)S(=O)(=O)O 1-hydroxy-4-[(4-methyl-2-sulfophenyl)amino]-9,10-anthraquinone